C(CCCCCCCCCCC)(=O)[O-].[Na+].[Na+].[Na+].C(CCCCCCCCCCC)(=O)[O-].C(CCCCCCCCCCC)(=O)[O-] sodium disodium laurate